CN(C1=CC=C(C=C1C)C1CCCCC1)C1C2CC3CC(CC1C3)C2 N-methyl-2-adamantyl-4-cyclohexyl-6-methylaniline